(methoxymethyl)-7,12-dimethyl-1,6,9,12-tetraazabicyclo[11.3.1]heptadecane COCC1N2CCCC(N(CCNCC(NCCC1)C)C)C2